S(C)(=O)(=O)[O-].OCC[N+](C)(CCO)CCO tris(2-hydroxyethyl)methylammonium mesylate